COC1=C(C=NC=C1)C1=NC(=NC(=N1)C1=NC(=CC=C1)C(F)(F)F)NC1=CC(=NC=C1)C(F)(F)F 4-(4-methoxypyridin-3-yl)-6-(6-(trifluoromethyl)pyridin-2-yl)-N-(2-(trifluoromethyl)pyridin-4-yl)-1,3,5-triazin-2-amine